3-(Perfluoro-1-propyl)-1,2-propanediol FC(C(C(F)(F)F)(F)F)(CC(CO)O)F